1-tert-butoxycarbonyl-4-(4-carboxyphenyl)piperidine C(C)(C)(C)OC(=O)N1CCC(CC1)C1=CC=C(C=C1)C(=O)O